C1CCC12C[C@@H](CC2)N2CCC=1C=C(C=NC1C2)C(=O)OCC ethyl (R)-7-(spiro[3.4]octan-6-yl)-5,6,7,8-tetrahydro-1,7-naphthyridine-3-carboxylate